ClC=1C=C(C=NC1)OC1CCC(CC1)NC(C(CCCOC1=CC=C(C=C1)Cl)(C)C)=O N-(4-((5-chloropyridin-3-yl)oxy)cyclohexyl)-5-(4-chlorophenoxy)-2,2-dimethylpentanamide